FC1(OC2=C(O1)C=CC(=C2)CCO)F 2-(2,2-difluorobenzo[d][1,3]dioxol-5-yl)ethanol